(2S)-triflic acid tetrahydro-2H-pyran-2-ylmethyl ester O1[C@@H](CCCC1)COS(=O)(=O)C(F)(F)F